(2S)-2-amino-2-cycloheptyl-acetic acid N[C@H](C(=O)O)C1CCCCCC1